N-(2-Hydroxyethyl)imidazo[1,2-a]pyridine-3-carboxamide OCCNC(=O)C1=CN=C2N1C=CC=C2